SCCSSCCS bis(2-Mercaptoethyl) disulfid